BrC=1C=C2C(C[C@H]([C@@H](C2=CC1)NC(NC=1C=C(C(=NC1C1=CC=CC=C1)C(=O)N)C)=O)O)(C)C |r| rac-5-(3-((1R,2R)-6-bromo-2-hydroxy-4,4-dimethyl-1,2,3,4-tetrahydronaphthalen-1-yl)ureido)-3-methyl-6-phenylpyridinecarboxamide